FC1=C(N=CC2=C1N=C(N=C2N2CCNCC2)OC[C@]21CCCN1C[C@@H](C2)F)C=2C=CC=C1C=CC=C(C21)C#N 8-(8-fluoro-2-(((2R,7aS)-2-fluorotetrahydro-1H-pyrrolizin-7a(5H)-yl)methoxy)-4-(piperazin-1-yl)pyrido[4,3-d]pyrimidin-7-yl)-1-naphthonitrile